ClC1=C(C=CC=C1B1OC(C(O1)(C)C)(C)C)NC(=O)C1=NN2C(C(CCC2)NC(C(=O)OC)(C)C)=C1 methyl 2-[[2-[[2-chloro-3-(4,4,5,5-tetramethyl-1,3,2-dioxaborolan-2-yl)phenyl]carbamoyl]-4,5,6,7-tetrahydropyrazolo[1,5-a]pyridin-4-yl]amino]-2-methyl-propanoate